CC(CC(=O)NC1=CC=CC=C1)CCC1=CC2=CC=CC=C2C=C1 3-methyl-5-(naphthalen-2-yl)-N-phenylpentanamide